[Ta].[Sm].CC1=C(C=CC=C1C)N1CCN(CC1)C(CN1N=C(C=2CCCCC12)C(=O)N1CCC(CC1)NC(C)=O)=O N-(1-(1-(2-(4-(2,3-dimethylphenyl)piperazin-1-yl)-2-oxoethyl)-4,5,6,7-tetrahydro-1H-indazole-3-carbonyl)piperidin-4-yl)acetamide samarium-tantalum